ClC1=C(C=CC(=C1)F)CS(=O)(=O)NC1=C(C(=C(C=C1F)OC1=NC=CC=C1C1=NC(=NC=C1)N[C@@H]1CNC[C@H](C1)F)F)F 1-(2-chloro-4-fluorophenyl)-N-(2,3,6-trifluoro-4-((3-(2-(((3S,5S)-5-fluoropiperidin-3-yl)amino)pyrimidin-4-yl)pyridin-2-yl)oxy)phenyl)methanesulfonamide